COC1=CC=C(CNC(=O)NC2CC3(C2)CC(C3)C=3OC(=NN3)C3=CC=CC=C3)C=C1 1-(4-Methoxybenzyl)-3-(6-(5-phenyl-1,3,4-oxadiazol-2-yl)spiro[3.3]hept-2-yl)urea